[Fe](Cl)Cl.FC1=C(C(=C(C(=C1C=1C2=CC=C(N2)C(=C2C=CC(C(=C3C=CC(=C(C=4C=CC1N4)C4=C(C(=C(C(=C4F)F)F)F)F)N3)C3=C(C(=C(C(=C3F)F)F)F)F)=N2)C2=C(C(=C(C(=C2F)F)F)F)F)F)F)F)F 5,10,15,20-tetrakis(pentafluorophenyl)porphyrin iron chloride